tert-butyl 6-((6-chloro-2-methylpyridin-3-yl)sulfonyl)-2,6-diazaspiro[3.3]heptane-2-carboxylate ClC1=CC=C(C(=N1)C)S(=O)(=O)N1CC2(CN(C2)C(=O)OC(C)(C)C)C1